BrC=1C=C(C=NC1)C(COC)N(C(OC(C)(C)C)=O)C tert-butyl (1-(5-bromopyridin-3-yl)-2-methoxyethyl)(methyl)carbamate